CC1=C2C(C(=CN(C2=NC(=C1)N1CC(C1)C(NC=1C=NC=CC1)=O)C=1SC=CN1)C(=O)O)=O 5-methyl-4-oxo-7-{3-[(pyridin-3-yl)carbamoyl]azetidin-1-yl}-1-(1,3-thiazol-2-yl)-1,4-dihydro-1,8-naphthyridine-3-carboxylic acid